1-butanoyl-lysergic acid diethylamide C(C)N(C(=O)[C@H]1CN(C)[C@@H]2CC3=CN(C4=CC=CC(C2=C1)=C34)C(CCC)=O)CC